CCCCCCCCCCCCCCCC(=O)OC1=CC=C(C=C1)[N+](=O)[O-] The molecule is a palmitate ester obtained by condensation of the carboxy group of palmitic acid with the phenolic hydroxy group of p-nitrophenol. It is a hexadecanoate ester and a C-nitro compound. It derives from a 4-nitrophenol.